4-((4-(4-(2,4-Dioxotetrahydropyrimidin-1(2H)-yl)phenyl)piperazin-1-yl)methyl)piperidine-1-carboxylic acid tert-butyl ester C(C)(C)(C)OC(=O)N1CCC(CC1)CN1CCN(CC1)C1=CC=C(C=C1)N1C(NC(CC1)=O)=O